2-(6'-chloro-4'-((1-(2-fluoroethyl)piperidin-3-yl)amino)-[2,3'-bipyridin]-5-yl)propan-2-ol ClC1=CC(=C(C=N1)C1=NC=C(C=C1)C(C)(C)O)NC1CN(CCC1)CCF